4-Chloro-7-(4-oxo-4H-benzopyran-3-yl)-N-((tetrahydro-2H-pyran-2-yl)oxy)quinoline-3-carboxamide ClC1=C(C=NC2=CC(=CC=C12)C1=COC2=C(C1=O)C=CC=C2)C(=O)NOC2OCCCC2